O[C@H]1CNCC[C@@H]1F (3S,4S)-3-hydroxy-4-fluoropiperidine